(1-phenyl-3-hexyltriazene) platinum (iv) [Pt+4].C1(=CC=CC=C1)N=NNCCCCCC